ClC=1N=C(C2=C(N1)N(C=C2Cl)COCC[Si](C)(C)C)O[C@H]2CN(C[C@H]2F)C(=O)OC(C)(C)C tert-butyl (3S,4R)-3-((2,5-dichloro-7-((2-(trimethylsilyl) ethoxy) methyl)-7H-pyrrolo[2,3-d]pyrimidin-4-yl) oxy)-4-fluoropyrrolidine-1-carboxylate